3,5-dimethyl-octane CC(CC)CC(CCC)C